(4-(2-phenyl-1H-benzimidazol-1-yl)phenyl)boronic acid C1(=CC=CC=C1)C1=NC2=C(N1C1=CC=C(C=C1)B(O)O)C=CC=C2